tetrahydro-pyrrolo[1,2-c]pyrimidine-1,3-dione C1(NC(CC2N1CCC2)=O)=O